CN1C(C2(CC1=O)N1N(C=3C=CC(=CC32)C(F)(F)F)CC(C1=O)(C)C)=O 1',2,2-Trimethyl-7-(trifluoromethyl)-2,3-dihydro-1H-spiro[pyrazolo[1,2-a]indazole-9,3'-pyrrolidine]-1,2',5'-trione